(2S)-N-dodecyl-1-[(2S)-pyrrolidine-2-carbonyl]pyrrolidine-2-carboxamide C(CCCCCCCCCCC)NC(=O)[C@H]1N(CCC1)C(=O)[C@H]1NCCC1